(S)-N-(5-(2-(1-isopropylpyrrolidin-2-yl)acetamido)-2-methylpyridin-3-yl)-2-(1-(2-methoxyethyl)-1H-pyrazol-4-yl)pyrazolo[5,1-b]thiazole-7-carboxamide C(C)(C)N1[C@@H](CCC1)CC(=O)NC=1C=C(C(=NC1)C)NC(=O)C=1C=NN2C1SC(=C2)C=2C=NN(C2)CCOC